4-benzyl 6-tert-butyl hexahydropyrrolo[3,4-b][1,4]oxazine-4,6-dicarboxylate O1C2C(N(CC1)C(=O)OCC1=CC=CC=C1)CN(C2)C(=O)OC(C)(C)C